[Cu]=[Se].[Pb] lead copper selenide